BrC1=CN=C(C2=CN=C(C=C12)Cl)O[C@H](C)C[C@@H](C)S(=O)(=O)C 4-bromo-6-chloro-1-(((2r,4r)-4-(methylsulfonyl)pent-2-yl)oxy)-2,7-naphthyridine